(sec-butyl)-2-(2-chloro-6-fluorophenyl)-6-(4-ethyl-3-(hydroxymethyl)-5-oxo-4,5-dihydro-1H-1,2,4-triazol-1-yl)-7-fluoroisoquinolin-1(2H)-one C(C)(CC)C=1N(C(C2=CC(=C(C=C2C1)N1N=C(N(C1=O)CC)CO)F)=O)C1=C(C=CC=C1F)Cl